O=C1NC(CCC1N1CC2=CC=C(C=C2C1=O)OC(N(C1=C(C=CC(=C1)OC(F)(F)F)F)C)=O)=O (2-(2,6-dioxopiperidin-3-yl)-3-oxoisoindolin-5-yl)methyl(2-fluoro-5-(trifluoromethoxy)phenyl)carbamate